C(C)(=O)C1=C(C=CC(=C1)Br)C(C)=O 1-(2-acetyl-4-bromophenyl)ethanone